2-butoxy-7-(4-(piperazin-1-ylmethyl)benzyl)imidazo[2,1-f][1,2,4]triazin-4-amine C(CCC)OC1=NN2C(C(=N1)N)=NC=C2CC2=CC=C(C=C2)CN2CCNCC2